benzyl 4-[2-[[(2S)-1-tert-butoxycarbonyl-5,5-dimethyl-pyrrolidin-2-yl]methoxy]-7-(1-naphthyl)-6,8-dihydro-5H-pyrido[3,4-d]pyrimidin-4-yl]-2-(cyanomethyl)piperazine-1-carboxylate C(C)(C)(C)OC(=O)N1[C@@H](CCC1(C)C)COC=1N=C(C2=C(N1)CN(CC2)C2=CC=CC1=CC=CC=C21)N2CC(N(CC2)C(=O)OCC2=CC=CC=C2)CC#N